6-{7-[(7r,8s)-7-fluoro-5-azaspiro[3.5]nonan-8-yl]-6,7-dihydro-5H-pyrrolo[2,3-c]pyridazin-3-yl}-2-methyl-1,3-benzothiazol-5-ol F[C@@H]1CNC2(CCC2)C[C@@H]1N1CCC2=C1N=NC(=C2)C2=CC1=C(N=C(S1)C)C=C2O